O1COC2=C1C=CC(=C2)C(=O)N2C1=C(NC3=C(C2)C=NN3C)C=CC=C1 benzo[d][1,3]dioxol-5-yl(1-methyl-4,10-dihydrobenzo[b]pyrazolo[3,4-e][1,4]diazepin-5(1H)-yl)methanone